(1-(4-(2,6-dioxopiperidin-3-yl)-2,5-difluorophenyl)-4-hydroxypiperidin-4-yl)acetic acid O=C1NC(CCC1C1=CC(=C(C=C1F)N1CCC(CC1)(O)CC(=O)O)F)=O